trans-4-((3-(1-Cyclopropyl-1H-pyrazol-4-yl)phenyl)((trans-4-(4-methoxy-3-methylphenyl)cyclohexyl)methyl)carbamoyl)cyclohexyl (2-(dimethylamino)-ethyl)carbamate CN(CCNC(O[C@@H]1CC[C@H](CC1)C(N(C[C@@H]1CC[C@H](CC1)C1=CC(=C(C=C1)OC)C)C1=CC(=CC=C1)C=1C=NN(C1)C1CC1)=O)=O)C